P(=O)(O)(O)OC[C@@H]1[C@H]([C@H]([C@@H](O1)N1C=NC=2C(NCC=C(C)C)=NC=NC12)O)O N(6)-(dimethylallyl)adenosine 5'-phosphate